S1C(=CC=C1)C(C)=NN 2-(1-(thiophene-2-yl)ethylidene)hydrazine